(S)-N-((S)-1-(((R)-2-amino-6,7-dihydro-5H-cyclopenta[b]pyridin-5-yl)amino)-1-oxopropan-2-yl)-4-(p-tolyl)-1,2,5,6-tetrahydropyridine-2-carboxamide NC1=CC=C2C(=N1)CC[C@H]2NC([C@H](C)NC(=O)[C@H]2NCCC(=C2)C2=CC=C(C=C2)C)=O